2-[1-[(4-ethylphenyl)methyl]-5-oxopyrrolidin-2-yl]-N-(1-methyl-1H-1,2,4-triazol-5-yl)acetamide C(C)C1=CC=C(C=C1)CN1C(CCC1=O)CC(=O)NC1=NC=NN1C